4-(3-(pyridin-2-yl)-1H-pyrazol-4-yl)quinoline N1=C(C=CC=C1)C1=NNC=C1C1=CC=NC2=CC=CC=C12